C(C)(C)(C)OC(N[C@H](C(=O)[C@@]1(OC1)C)CC(C)C)=O N-[(2S)-4-methyl-1-[(2R)-2-methyl-oxiran-2-yl]-1-oxo-2-pentyl]carbamic acid tert-butyl ester